ClC1=C(C(=CC=C1)F)C1=NC=2N(C(=N1)NC1=CC(=C(C=C1)C1CCN(CC1)C1CC1)OCC)N=CC2 2-(2-chloro-6-fluorophenyl)-N-(4-(1-cyclopropylpiperidin-4-yl)-3-ethoxyphenyl)pyrazolo[1,5-a][1,3,5]triazin-4-amine